3-butoxy-5-(trifluoromethyl)benzamide C(CCC)OC=1C=C(C(=O)N)C=C(C1)C(F)(F)F